CN1CCC(CC1)(C(=O)OCC)C1=CC=CC=C1 ethyl (1-methyl-4-phenyl-4-piperidinecarboxylate)